N-(6-(4,4-difluoropiperidin-1-yl)-5-methoxypyridin-2-yl)-4-(ethylsulfonamido)-2-((1R,5S)-3-azaspiro[bicyclo[3.2.1]octane-8,1'-cyclopropan]-3-yl)benzamide FC1(CCN(CC1)C1=C(C=CC(=N1)NC(C1=C(C=C(C=C1)NS(=O)(=O)CC)N1C[C@@H]2CC[C@H](C1)C21CC1)=O)OC)F